Copper vanadium phosphorus sulfur [S].[P].[V].[Cu]